CS(=O)(=O)N1CCC2=CC=C(C=C12)N1C=NC2=C1C=C(C=C2)C2=CC=C(C=C2)CO (4-(1-(1-(methylsulfonyl)indolin-6-yl)-1H-benzo[d]imidazol-6-yl)phenyl)methanol